ClC1=NC(=NC(=N1)Cl)NCCCCC1CC(NC(C1)(C)C)(C)C 2,4-dichloro[(2,2,6,6-tetramethylpiperidin-4-yl)butylamino]-s-triazine